tetrakistriphenylphosphine palladium(0) C1C=CC(=CC=1)[P](C1C=CC=CC=1)(C1C=CC=CC=1)[Pd]([P](C1C=CC=CC=1)(C1C=CC=CC=1)C1C=CC=CC=1)([P](C1C=CC=CC=1)(C1C=CC=CC=1)C1C=CC=CC=1)[P](C1C=CC=CC=1)(C1C=CC=CC=1)C1C=CC=CC=1